(R)-3-((1-(((tert-Butyldimethylsilyl)oxy)methyl)cyclopropyl)methoxy)-3-(4-chlorophenyl)-2-((S)-1-(4-chlorophenyl)ethyl)-6-(prop-1-en-2-yl)isoindolin-1-one [Si](C)(C)(C(C)(C)C)OCC1(CC1)CO[C@]1(N(C(C2=CC(=CC=C12)C(=C)C)=O)[C@@H](C)C1=CC=C(C=C1)Cl)C1=CC=C(C=C1)Cl